calcium methyl-butyrate COC(CCC)=O.[Ca]